diethyl-2,4-toluene-diamine C(C)C(C=1C(=CC(=CC1)N)N)CC